[Si](C)(C)(C(C)(C)C)O[C@H]1[C@@H](CCCC1)NC1=CC(=CC(=C1)OC)F |r| rac-N-((1R,2R)-2-((tert-butyldimethylsilyl)oxy)cyclohexyl)-3-fluoro-5-methoxyaniline